C(C)(=O)N[C@H]1C[C@H](CCC1)C(=O)NC1=NC=C(C(=C1)C=1C=C(N2CC(CC12)(C)C)[C@@H](C)O)Cl (1S,3R)-3-acetylamino-N-(5-chloro-4-(5-((R)-1-hydroxyethyl)-2,2-dimethyl-2,3-dihydro-1H-pyrrolizin-7-yl)pyridin-2-yl)cyclohexane-1-carboxamide